ethyl (S)-3-(3-(4-hydroxy-1,6-dimethyl-2-oxo-1,2-dihydropyridin-3-yl)ureido)-3-(4-(2-methoxy phenoxy)phenyl)propanoate OC1=C(C(N(C(=C1)C)C)=O)NC(N[C@@H](CC(=O)OCC)C1=CC=C(C=C1)OC1=C(C=CC=C1)OC)=O